CN1N=C2C(=C1)CN(C2)C2=CC=C1C=NC(=NN12)N[C@H]1[C@@H](CN(CC1)S(=O)(=O)C)O (3R,4R)-4-((7-(2-methyl-2,6-dihydropyrrolo[3,4-c]pyrazol-5(4H)-yl)pyrrolo[2,1-f][1,2,4]triazin-2-yl)amino)-1-(methylsulfonyl)piperidin-3-ol